CC(CN1C=2C(C(=O)OC1=O)=CC=CC2)=C N-(2-methyl)allyl-isatoic anhydride